3,3-Dimethylbutyronitrile CC(CC#N)(C)C